(5-cyanopyridin-3-yl)acrylate C(#N)C=1C=C(C=NC1)OC(C=C)=O